F[C@H]1C[C@H](N(C1)C(=O)OC(C)(C)C)C(=O)OC 1-tert-butyl 2-methyl (2S,4S)-4-fluoropyrrolidine-1,2-dicarboxylate